CCCC(=O)NCCC1=CSC(=N1)C2=CC=C(C=C2)Cl N-(2-(2-(4-chlorophenyl)thiazol-4-yl)ethyl)butyramide